FC1=C2C=C(N=CC2=C(C(=C1)F)N1CC(C1)CS(=O)(=O)C)NC1=NC(=NC=C1)N1CC([C@H]([C@H](C1)F)O)(C)C (4R,5S)-1-[4-[[5,7-difluoro-8-[3-(methylsulfonylmethyl)azetidin-1-yl]-3-isoquinolyl]amino]pyrimidin-2-yl]-5-fluoro-3,3-dimethyl-piperidin-4-ol